BrC=1C=CC(=C(C1)C(C)=O)F 1-(5-bromo-2-fluorophenyl)ethanone